1-(5-chloro-3-methoxypyridin-2-yl)-3-(isoquinolin-4-yl)-2-oxoimidazoline-4-carbonitrile ClC=1C=C(C(=NC1)N1C(N(C(C1)C#N)C1=CN=CC2=CC=CC=C12)=O)OC